3-(1H-Benzo[d]imidazol-5-yl)-4-(4-(tetrahydro-2H-pyran-4-yl)phenyl)oxazolidin-2-on N1C=NC2=C1C=CC(=C2)N2C(OCC2C2=CC=C(C=C2)C2CCOCC2)=O